BrC1=CC=CC2=C1C1C(O2)C1C(=O)N[C@@H](COC)C1=CC=C(C=C1)OCC exo-6-bromo-N-[(1R)-1-(4-ethoxyphenyl)-2-methoxyethyl]-1a,6b-dihydro-1H-cyclopropa[b][1]benzofuran-1-carboxamide